NC1=CC=C(C=C1)C=1C2=CC=C(N2)C(=C2C=CC(C(=C3C=CC(=C(C=4C=CC1N4)C4=CC=CC=C4)N3)C3=CC=CC=C3)=N2)C2=CC=CC=C2 5-(4-aminophenyl)-10,15,20-tri(phenyl)porphyrin